(3,4-Dimethoxybenzyl)-7-hydroxy-2-(tetrahydro-2H-pyran-2-yl)-2,4-dihydro-5H-pyrazolo[4,3-b]pyridin-5-one COC=1C=C(CC=2N(N=C3C2NC(C=C3O)=O)C3OCCCC3)C=CC1OC